CN1N=CC(=C1)NC1=NC=C(C(=N1)OC=1C=C(C=CC1)NC(C=C)=O)C=1C=NC=C(C1)C N-[3-({2-[(1-methyl-1H-pyrazol-4-yl)amino]-5-(5-methylpyridin-3-yl)pyrimidin-4-yl}oxy)phenyl]prop-2-enamide